(Z)-diisopropyl(2-bromo-5-chloropent-1-en-1-yl)boronate C(C)(C)OB(OC(C)C)\C=C(\CCCCl)/Br